C(#C)C1=CC=C(C=N1)N1CCN(CC1)C(=O)OCC1=CC=CC=C1 benzyl 4-(6-ethynylpyridin-3-yl)piperazine-1-carboxylate